ClC1=C(C#N)C(=CC=C1)F 2-chloro-6-fluorobenzonitrile